OC12C3CCCC3C(CC1)C2 Hydroxytricyclo[5.2.1.02,6]decane